ClC1=C(C=CC(=C1)F)C1N=C(NC(=C1C(=O)OC)COCC#C)C1=CC=NC=C1 methyl 4-(2-chloro-4-fluorophenyl)-6-((prop-2-yn-1-yloxy) methyl)-2-(pyridin-4-yl)-1,4-dihydropyrimidine-5-carboxylate